C(C)(C)(C)[Si](OC=1C=C(C(=O)OC)C=C(C1)O[Si](C)(C)C(C)(C)C)(C)C methyl 3,5-bis-(t-butyl-dimethyl-siloxy)-benzoate